OC=1C=C(C=CC1CN1CCCC1)/C=C/C(=O)C1=CC=C(C=C1)OC (E)-3-[3-Hydroxy-4-(pyrrolidin-1-ylmethyl)phenyl]-1-(4-methoxyphenyl)prop-2-en-1-one